C(C=C)C1(C(NC(NC1=O)=O)=O)C(CCC)C 5-allyl-5-(1-methylbutyl)barbituric acid